CC=1C(=NC(=C(C1)C)C=1N=NN(C1)C1=CC(=C(C(=O)O)C=C1)O)C=1N=NN(C1)C1=CC(=C(C(=O)O)C=C1)O 4,4'-((3,5-dimethylpyridine-2,6-diyl)bis(1H-1,2,3-triazole-4,1-diyl))bis(2-hydroxybenzoic acid)